ClC1=C2C(=NC=C1)NCC2(CC)C=2C=C(C=CC2)N2C(CN(CC2)CCCN2CCN(CC2)C2=C1C(N(C(C1=CC(=C2)F)=O)C2C(NC(CC2)=O)=O)=O)=O (4-{3-[4-(3-{4-chloro-3-ethyl-1H-pyrrolo[2,3-b]pyridin-3-yl}phenyl)-3-oxopiperazin-1-yl]propyl}piperazin-1-yl)-2-(2,6-dioxopiperidin-3-yl)-6-fluoroisoindole-1,3-dione